methoxy-acetic acid 6-tert-butyl-8-fluoro-2,3-dimethyl-quinolin-4-yl ester C(C)(C)(C)C=1C=C2C(=C(C(=NC2=C(C1)F)C)C)OC(COC)=O